((tert-butyldimethylsilyloxy)methyl)-2,4,5,6-tetrahydropyrrolo[3,4-c]pyrazole [Si](C)(C)(C(C)(C)C)OCN1N=C2C(=C1)CNC2